O=C1N=C2N=C3C=C4OC5=CC=CC=C5C=C4C=C3C=C2C=C1 (17S)-2-oxo-12-oxa-1,14-diazapentacene